3-{2-[(3S,4S)-3-[(4-methane-sulfonylphenoxy)methyl]-4-methylpyrrolidin-1-yl]ethyl}-benzonitrile CS(=O)(=O)C1=CC=C(OC[C@@H]2CN(C[C@H]2C)CCC=2C=C(C#N)C=CC2)C=C1